4-fluoro-N-{1-[5-(2-methylpyridin-4-yl)-5,6,7,8-tetrahydro-1,5-naphthyridin-2-yl]cyclopropyl}benzamide FC1=CC=C(C(=O)NC2(CC2)C2=NC=3CCCN(C3C=C2)C2=CC(=NC=C2)C)C=C1